tert-butyl 4-((2-(5-(chlorosulfonyl)indoline-1-carbonyl)phenoxy)sulfonyl)piperazine-1-carboxylate ClS(=O)(=O)C=1C=C2CCN(C2=CC1)C(=O)C1=C(OS(=O)(=O)N2CCN(CC2)C(=O)OC(C)(C)C)C=CC=C1